(4-(3-Methylpyridin-2-yl)phenyl)methylamine CC=1C(=NC=CC1)C1=CC=C(C=C1)CN